C1(CC1)C1=CC(=C(C(=C1)F)N1N=C2N=C(NC(C2=C1)=O)OCCOC)C(F)F 2-(4-cyclopropyl-2-(difluoromethyl)-6-fluorophenyl)-6-(2-methoxyethoxy)-2,5-dihydro-4H-pyrazolo[3,4-d]pyrimidin-4-one